C(C)C1=C(C(=NN1C1=C(C=CC=C1)C1=CC(=CC=C1)OCC(=O)O)C1=CC=CC=C1)C1=CC=CC=C1 ((2'-(5-ethyl-3,4-diphenyl-1H-pyrazol-1-yl)-[1,1'-biphenyl]-3-yl)oxy)acetic acid